(2S)-4-tert-butoxycarbonyl-1-[3-[1-(2,6-dioxo-3-piperidyl)-3-methyl-2-oxo-benzimidazol-5-yl]propyl]piperazine-2-carboxylic acid C(C)(C)(C)OC(=O)N1C[C@H](N(CC1)CCCC1=CC2=C(N(C(N2C)=O)C2C(NC(CC2)=O)=O)C=C1)C(=O)O